C(C)N(CC)CCCCCCCCCCCCCCC N,N-diethylpentadecylamine